benzyl [1-(methoxymethyl)cyclopropyl]-carbamate COCC1(CC1)NC(OCC1=CC=CC=C1)=O